C1(CC1)S(=O)(=O)C=1C(=C2C(=NNC2=CC1)OC(F)F)C1=CC(=C(C=C1)S(=O)(=O)C)C 5-cyclopropylsulfonyl-3-(difluoromethoxy)-4-(3-methyl-4-methylsulfonyl-phenyl)-1H-indazole